C1(CCCCC1)(CC(=O)N1CCCC1)CC(=O)N1CCCC1 2,2'-(cyclohexane-diyl)bis(1-(pyrrolidin-1-yl)ethan-1-one)